C(C)(C)(C)C1=NC(=NO1)C(=O)NCC1=C(C(=C(C=C1)C1=NC=NN2C1=CC(=C2)N2CCOCC2)F)C(F)F 5-(tert-butyl)-N-(2-(difluoromethyl)-3-fluoro-4-(6-morpholinopyrrolo[2,1-f][1,2,4]triazin-4-yl)benzyl)-1,2,4-oxadiazole-3-carboxamide